7-methyl-3-(4-nitrophenyl)-1H-indole-2-carboxylic acid CC=1C=CC=C2C(=C(NC12)C(=O)O)C1=CC=C(C=C1)[N+](=O)[O-]